OC1C(OCC1(CO)O)OC1C(OC(C(C1O)O)CO)OC1=CC=C(C=C1)C=CC(=O)C1=C(C=C(C=C1)O)O 3-[4-[3-[3,4-Dihydroxy-4-(hydroxymethyl)oxolan-2-yl]oxy-4,5-dihydroxy-6-(hydroxymethyl)oxan-2-yl]oxyphenyl]-1-(2,4-dihydroxyphenyl)prop-2-en-1-one